COC=1C=C(C=C(C1)C(F)(F)F)C=1C=C2CC(C(C2=CC1)NC(O[C@@H]1CN2CCC1CC2)=O)(C)C (S)-quinuclidin-3-yl (5-(3-methoxy-5-(trifluoromethyl)phenyl)-2,2-dimethyl-2,3-dihydro-1H-inden-1-yl)carbamat